4-methoxy-5-(4-trifluoromethyl-phenyl)-pyridine-2-carboxylic acid COC1=CC(=NC=C1C1=CC=C(C=C1)C(F)(F)F)C(=O)O